2,4-dimethoxy-5-nitropyridine COC1=NC=C(C(=C1)OC)[N+](=O)[O-]